C(C)(C)(C)[S@@](=O)N[C@@H]1C=2C(=NC=CC2)CC12CCN(CC2)C(=O)OC(C)(C)C tert-butyl (S)-5-(((R)-tert-butylsulfinyl) amino)-5,7-dihydrospiro[cyclopenta[b]pyridine-6,4'-piperidine]-1'-carboxylate